(pyrrolidin-1-yl)ethan-1-one N1(CCCC1)C(C)=O